C(C=CCCCCCCCCCCCCCC)(=O)OC[C@@H](OO)COP(=O)([O-])OCC[N+](C)(C)C 1-(10Z-heptadecenoyl)-2-hydroxy-sn-glycero-3-phosphocholine